N1=NC(=CC2=C1C1=C(CCC2)C=CC=C1)N1N=C(N=C1N)NC=1C=CC2=C(CC[C@H](CC2)N(CC)CC)C1 1-(6,7-dihydro-5H-benzo[6,7]cyclohepta[1,2-c]pyridazin-3-yl)-N3-((7S)-7-(diethylamino)-6,7,8,9-tetrahydro-5H-benzo[7]annulene-2-yl)-1H-1,2,4-triazole-3,5-diamine